1-(1-oxo-5-(piperazin-1-yl)isoindolin-2-yl)dihydropyrimidine-2,4(1h,3h)-dione O=C1N(CC2=CC(=CC=C12)N1CCNCC1)N1C(NC(CC1)=O)=O